FC1=C(C(=CC=C1)F)C1=CC(=C2C(=N1)CNC2=O)NC2=NC=C(C=C2)N2CCN(CC2)C(C)C 2-(2,6-difluorophenyl)-4-((5-(4-isopropylpiperazin-1-yl)pyridin-2-yl)amino)-6,7-dihydro-5H-pyrrolo[3,4-b]pyridin-5-one